ClC=1C=C(C=CC1F)C(N(C1=CC=C(C=C1)F)C)C=1NC=C(N1)S(=O)(=O)C N-((3-chloro-4-fluorophenyl)(4-(methylsulfonyl)-1H-imidazol-2-yl)methyl)-4-fluoro-N-methylaniline